2,3,4,5-tetrahydro-3-methyl-1H-3-benzazepin-7-ol CN1CCC2=C(CC1)C=CC(=C2)O